4-(4-fluoro-2-methylphenyl)-5-methyl-3-oxo-3,4-dihydropyrazine-2-carboxylic acid FC1=CC(=C(C=C1)N1C(C(=NC=C1C)C(=O)O)=O)C